CC1=NC(=NO1)C(=O)N[C@@H]1[C@H](N(C(C1)=O)C=1C=C2C=NN(C2=CC1)C1=CN(C(C=C1)=O)C)C1=CC=CC=C1 5-Methyl-N-[(2R,3S)-1-[1-(1-methyl-6-oxo-3-pyridyl)indazol-5-yl]-5-oxo-2-phenyl-pyrrolidin-3-yl]-1,2,4-oxadiazol-3-carboxamid